[Br-].C(C)(C)(C)OC(CCC[N+]1(C[C@@H](C=C2C3=C4C(C[C@@H]12)=CNC4=CC=C3)C(N(CC)CC)=O)C)=O (6aR,9R)-7-(4-(tert-butoxy)-4-oxobutyl)-9-(diethylcarbamoyl)-7-methyl-4,6,6a,7,8,9-hexahydroindolo[4,3-fg]quinolin-7-ium bromide